2-(2-methoxyethyl)propanoic acid COCCC(C(=O)O)C